CC=1C=CC2=C(N(C(=N2)CN)COCC[Si](C)(C)C)C1 (6-methyl-1-((2-(trimethylsilyl)ethoxy)methyl)-1H-benzo[d]imidazol-2-yl)methanamine